FC=1C=C2C=C(NC2=CC1)C(=O)N1[C@@H]([C@H]2C([C@H]2C1)(C)C)C(=O)N[C@@H](C[C@H]1C(NCC1)=O)C=O (1R,2S,5S)-3-(5-fluoro-1H-indole-2-carbonyl)-N-[(1S)-1-formyl-2-[(3S)-2-oxopyrrolidin-3-yl]ethyl]-6,6-dimethyl-3-azabicyclo[3.1.0]hexane-2-carboxamide